ClC1=CC(=C(C=N1)NC(=O)C1(CN(C1)CCC(C(=O)OC)(C)C)C1=C(C=CC=C1)C(C)C)OC methyl 4-(3-((6-chloro-4-methoxypyridin-3-yl)carbamoyl)-3-(2-isopropylphenyl)azetidin-1-yl)-2,2-dimethylbutanoate